FC(C(=O)O)(F)F.NC=1N=CC(=NC1N1N=CN=C1)C=1C=C(C=CC1C([2H])([2H])[2H])S(=O)(=O)NC12CN(C(C1)C2)C(C)C 3-(5-Amino-6-(1H-1,2,4-triazol-1-yl)pyrazin-2-yl)-N-(2-isopropyl-2-azabicyclo[2.1.1]hexan-4-yl)-4-(methyl-d3)benzenesulfonamide Trifluoroacetate Salt